5-CHLORO-1-[2-(TRIFLUOROMETHYL)PHENYL]-1H-PYRAZOLE-4-CARBOXALDEHYDE ClC1=C(C=NN1C1=C(C=CC=C1)C(F)(F)F)C=O